C(C)OCNC(C(=C)C)=O N-(ethoxymethyl)methacrylamide